lactose, monosodium salt [Na].OC1[C@H](O)[C@@H](O)[C@H](O[C@H]2[C@H](O)[C@@H](O)[C@@H](O)[C@H](O2)CO)[C@H](O1)CO